ClC=1C=C(C=C2C=C(N=CC12)NC(=O)[C@H]1[C@H](C1)F)B(O)O (8-chloro-3-((1S,2S)-2-fluorocyclopropane-1-carboxamido)isoquinolin-6-yl)boronic acid